C(C1=CC=CC=C1)OC(=O)N1[C@H](CN(CC1)C=1C2=C(N=C(N1)OC[C@@H]1N(CCC1)C)CN(CC2)C(=O)OC(C)(C)C)CC#N tert-Butyl 4-[(3S)-4-benzyloxycarbonyl-3-(cyanomethyl)piperazin-1-yl]-2-[[(2R)-1-methylpyrrolidin-2-yl]methoxy]-6,8-dihydro-5H-pyrido[3,4-d]pyrimidine-7-carboxylate